ethyl 4-((5-(4-(dimethylcarbamoyl)phenyl)-1-methyl-1H-indazole-3-carboxamido)methyl)-2-methylbenzoate CN(C(=O)C1=CC=C(C=C1)C=1C=C2C(=NN(C2=CC1)C)C(=O)NCC1=CC(=C(C(=O)OCC)C=C1)C)C